2-fluoro-3-toluonitrile FC1=C(C=CC=C1C#N)C